NC(C(C(CC1=CC=CC=C1)NC(=O)C1=NN(C(=C1)C)C1=NC=CC(=N1)C1=CC=CC=C1)=O)=O N-(4-amino-3,4-dioxo-1-phenylbutan-2-yl)-5-methyl-1-(4-phenylpyrimidin-2-yl)-1H-pyrazole-3-carboxamide